tert-butyl (S)-4-(5-(4-chloro-7-((2-(trimethylsilyl)ethoxy)methyl)-7H-pyrrolo[2,3-d]pyrimidin-6-yl)pyridin-2-yl)-3-methylpiperazine-1-carboxylate ClC=1C2=C(N=CN1)N(C(=C2)C=2C=CC(=NC2)N2[C@H](CN(CC2)C(=O)OC(C)(C)C)C)COCC[Si](C)(C)C